NC=1C(=C(C(=CC1)F)C=1N=CC=2N(C1)C=NC2C(=O)O)F 6-(3-amino-2,6-difluorophenyl)imidazo[1,5-a]pyrazine-1-carboxylic acid